2,2-dimethyl-5-methoxy-7-p-toluenesulfonyloxy-2H-benzopyran CC1(OC2=C(C=C1)C(=CC(=C2)OS(=O)(=O)C2=CC=C(C)C=C2)OC)C